methyl 5-((5-fluoro-3-(2,2,2-trifluoroethoxy)pyridin-2-yl)oxy)pyrazolo[1,5-a]pyridine-2-carboxylate FC=1C=C(C(=NC1)OC1=CC=2N(C=C1)N=C(C2)C(=O)OC)OCC(F)(F)F